3-((4-methylpiperazin-1-yl)methyl)-5-(trifluoromethyl)benzamide CN1CCN(CC1)CC=1C=C(C(=O)N)C=C(C1)C(F)(F)F